2,2,3,5,5-pentafluoro-3-(difluoromethyl)sulfolane FC1(S(=O)(=O)C(CC1(C(F)F)F)(F)F)F